C1(=CC(=CC(=C1)C)C)C(CCCCCCCCO)CCCCCCCCC 9-(3,5-xylyl)stearyl alcohol